C(C)(C)(C)OC(=O)N1CCC(CC1)C1=CC=C(C=C1)NC1=NC(=CN=C1C#N)N1C[C@@H](CCC1)CO (R)-4-(4-((3-cyano-6-(3-(hydroxymethyl)piperidin-1-yl)pyrazin-2-yl)amino)phenyl)piperidine-1-carboxylic acid tert-butyl ester